Pyridine-2-carboxylic acid [3-(3-cyclopropyl-ureido)-adamantan-1-yl]-amide C1(CC1)NC(NC12CC3(CC(CC(C1)C3)C2)NC(=O)C2=NC=CC=C2)=O